COC(=O)[C@@H]1[C@H](C\C=C\[C@@H](CC1)O)NC(=O)OCC[Si](C)(C)C.C(C)N1C(C(C(C1(F)F)(F)F)(F)F)(F)F N-ethyl-octafluoropyrrolidine Methyl-(1S,2S,4E,6R)-6-hydroxy-2-({[2-(trimethylsilyl)ethoxy]carbonyl}amino)cyclooct-4-ene-1-carboxylate